3-Methyl-((2-Methoxyethyl)sulfamoyl)-1-(1,2,3,5,6,7-hexahydro-s-indacen-4-yl)urea, potassium salt [K].CNC(N(C1=C2CCCC2=CC=2CCCC12)S(NCCOC)(=O)=O)=O